ClC1=CC=C(C(=C1C#N)C)CC1CC2(CN(C2)CCCC=2C=NN(C(C2C)=O)C2OCCCC2)C1 6-chloro-2-methyl-3-[[2-[3-(5-methyl-6-oxo-1-tetrahydropyran-2-yl-pyridazin-4-yl)propyl]-2-azaspiro[3.3]heptan-6-yl]methyl]benzonitrile